methyl-6-bromohexanoyl-methionine CN([C@@H](CCSC)C(=O)O)C(CCCCCBr)=O